N-[4-(6-fluoro-3,4-dihydro-1H-isoquinolin-2-yl)-2,6-dimethylphenyl]-3,3-dimethylbutanamide FC=1C=C2CCN(CC2=CC1)C1=CC(=C(C(=C1)C)NC(CC(C)(C)C)=O)C